C(#N)N1C[C@H](CC1)C(=O)NC=1SC2=C(N1)C=CC(=C2)C=2C(=NNC2C)C (S)-1-cyano-N-(6-(3,5-dimethyl-1H-pyrazol-4-yl)benzo[d]thiazol-2-yl)pyrrolidine-3-carboxamide